ClC1=C(C2=C(C(N3[C@@H](CO2)CN(CC3)C(=O)OC(C)(C)C)=O)C(=N1)N1C(C[C@@H](C1)O)(C)C)F tert-butyl (R)-3-chloro-4-fluoro-1-((S)-4-hydroxy-2,2-dimethylpyrrolidin-1-yl)-12-oxo-6a,7,9,10-tetrahydro-12H-pyrazino[2,1-c]pyrido[3,4-f][1,4]oxazepine-8(6H)-carboxylate